2-(4-bromophenyl)oxazolo[5,4-b]pyridine BrC1=CC=C(C=C1)C=1OC2=NC=CC=C2N1